1-(3-(4,4-bis(methoxy-methyl)cyclohexyl)-2-((methyl(2-(methylamino)-ethyl)amino)methyl)-4,5,6,7-tetrahydropyrazolo[1,5-a]-pyrazine-5-carbonyl)cyclobutane-1-carbonitrile COCC1(CCC(CC1)C=1C(=NN2C1CN(CC2)C(=O)C2(CCC2)C#N)CN(CCNC)C)COC